4-(4-fluoro-3-(4-oxido-1-(quinazolin-2-yl)-1,4-azaphosphinan-4-yl)benzyl)phthalazin-1(2H)-one FC1=C(C=C(CC2=NNC(C3=CC=CC=C23)=O)C=C1)P1(CCN(CC1)C1=NC2=CC=CC=C2C=N1)=O